C(C)(C)(C)OC(=O)N[C@@H](COC1=NC(=NC(=C1)C1=C(C=CC=C1C)C)NS(=O)(=O)C=1C=C(C(=O)O)C=CC1)CC(C)C 3-[[4-[(2R)-2-(tert-butoxycarbonylamino)-4-methyl-pentoxy]-6-(2,6-dimethylphenyl)pyrimidin-2-yl]sulfamoyl]benzoic acid